C(C=C)(=O)NC1=C(C=CC=C1)C1CCNC=2N1N=C(C2C(=O)N)C2=CC=C(C=C2)C(F)(F)F 7-(2-Acrylamidophenyl)-2-(4-(trifluoromethyl)phenyl)-4,5,6,7-tetrahydropyrazolo[1,5-a]pyrimidine-3-carboxamide